4-chlorobenzyl (4-(1-(3-methylisoxazole-4-carboxamido)ethyl)phenyl)carbamate CC1=NOC=C1C(=O)NC(C)C1=CC=C(C=C1)NC(OCC1=CC=C(C=C1)Cl)=O